7-(1-(2-Chlorothiazol-5-yl)ethyl)-3-(3-fluoro-4-((methylsulfonyl)methyl)phenyl)-1H-indole-2-carboxylic acid ClC=1SC(=CN1)C(C)C=1C=CC=C2C(=C(NC12)C(=O)O)C1=CC(=C(C=C1)CS(=O)(=O)C)F